ClC1=C(C(=CC=C1)Cl)C(C)N1N=CC(=C1)C#CC=1SC(=NN1)C1=NC=CC=C1 2-((1-(1-(2,6-Dichlorophenyl)ethyl)-1H-pyrazol-4-yl)ethynyl)-5-(pyridin-2-yl)-1,3,4-thiadiazole